pyrazine-2,3-dicarboxamide N1=C(C(=NC=C1)C(=O)N)C(=O)N